C(C)(C)(C)OC(=O)N1[C@H]2CC(C[C@@H]1CC2)N2N=C(C=C2CC(C)C)Br (1R,3s,5S)-3-(3-bromo-5-isobutyl-1H-pyrazol-1-yl)-8-azabicyclo[3.2.1]octane-8-carboxylic acid tert-butyl ester